ClC1=CC=C(C=C1)C=1C(NC=C2C1N=C(N=C2)NC2CC2)=O 8-(4-chlorophenyl)-2-(cyclopropylamino)pyrido[4,3-d]pyrimidin-7(6H)-one